methyl 5-(4-(dimethylamino) piperidin-1-yl)-2-methylbenzoate CN(C1CCN(CC1)C=1C=CC(=C(C(=O)OC)C1)C)C